FC=1C2(C3=CC=CC=C3C1)CNC2 fluorospiro[azetidine-3,1'-indene]